methyl 2-(2-chloropyrimidin-4-yl)-4-methoxybutyrate ClC1=NC=CC(=N1)C(C(=O)OC)CCOC